CC=1C=C(C=CC1)C=CC(C)=O 4-(3-methylphenyl)-3-buten-2-one